OC=1C=C2C=CC(=CC2=CC1)C1NS(C2=C(N1)C=CC=C2)(=O)=O 3-(6-hydroxynaphthalen-2-yl)-3,4-dihydro-2H-benzo[e][1,2,4]-thiadiazine 1,1-dioxide